FC(C=1C=C(C=CC1F)C=1C=C2C(=NC1)C=NN2CC=2OC(=CN2)C)F 2-[[6-[3-(Difluoromethyl)-4-fluoro-phenyl]pyrazolo[4,3-b]pyridin-1-yl]methyl]-5-methyl-oxazole